Ethyl [2-cyano-5-(trifluoromethyl)phenyl]carbamate C(#N)C1=C(C=C(C=C1)C(F)(F)F)NC(OCC)=O